3-chloro-4-[3-(4,5-dichloro-6-methoxy-1-methyl-1H-indole-2-amido)oxetan-3-yl]benzoic acid ClC=1C=C(C(=O)O)C=CC1C1(COC1)NC(=O)C=1N(C2=CC(=C(C(=C2C1)Cl)Cl)OC)C